2-(5H-Imidazo[5,1-a]isoindol-5-yl)cyclobutan-1-ol C=1N=CN2C1C1=CC=CC=C1C2C2C(CC2)O